CC1CCN(CC1)C(CC)=O 1-(4-methylpiperidin-1-yl)propan-1-one